N-(3-hydroxy-3-methylbut-2-yl)-N-methyl-4-((S)-2-methylpiperidine-1-carbonyl)thiazole-2-carboxamide OC(C(C)N(C(=O)C=1SC=C(N1)C(=O)N1[C@H](CCCC1)C)C)(C)C